O=C1N(C(CC1)=O)OC(=O)[C@H]1[C@@H](C1)C1=CC=CC=C1 (1R,2R)-2-phenylcyclopropane-1-carboxylic acid 2,5-dioxopyrrolidin-1-yl ester